CC1([C@@H](N(C1)C(C=C)=O)COC=1C=NC=CC1C1=C(C=2C(NCCC2N1)=O)NC1=C(C(=CC=C1)F)OC)C |o1:2| rel-2-(3-{[(2R)-3,3-dimethyl-1-(prop-2-enoyl)azetidin-2-yl]methoxy}pyridin-4-yl)-3-[(3-fluoro-2-methoxyphenyl)amino]-1H,5H,6H,7H-pyrrolo[3,2-c]pyridin-4-one